6-bromo-5-(2,5-dimethylpyrrol-1-yl)-1H-pyrrolo[3,2-b]pyridine BrC=1C=C2C(=NC1N1C(=CC=C1C)C)C=CN2